C(=O)(OC(C)(C)C)C(C#N)N Boc-aminoacetonitrile